4-(5-(4-fluoropiperidine-1-carbonyl)-4-methyl-1H-pyrrolo[2,3-b]pyridin-1-yl)benzamide FC1CCN(CC1)C(=O)C=1C(=C2C(=NC1)N(C=C2)C2=CC=C(C(=O)N)C=C2)C